tert-butyl-(3-(3-(2,4-dioxotetrahydropyrimidin-1(2H)-yl)-4-methylphenyl)propyl)carbamate C(C)(C)(C)OC(NCCCC1=CC(=C(C=C1)C)N1C(NC(CC1)=O)=O)=O